tert-butyl (S)-((3-(2-((6-fluoro-2-methylpyridin-3-yl)oxy)-4-methyl-5-(trifluoromethyl)nicotinamido)phenyl)(methyl)(oxo)-λ6-sulfaneylidene)carbamate FC1=CC=C(C(=N1)C)OC1=C(C(=O)NC=2C=C(C=CC2)[S@@](=O)(C)=NC(OC(C)(C)C)=O)C(=C(C=N1)C(F)(F)F)C